CC(C#C[Cu])=C 3-methyl-3-buten-1-ynyl-copper